C(C1=CC=CC=C1)OC(=O)N[C@@H](C(=O)OCC1=CC=CC=C1)CNC(C1=CC(=CC(=C1)F)C1=C(C=NN1CCC)Cl)=O (R)-benzyl 2-(((benzyloxy)carbonyl)amino)-3-(3-(4-chloro-1-propyl-1H-pyrazol-5-yl)-5-fluorobenzamido)propanoate